methyl (S)-2-((tert-butoxycarbonyl)amino)-3-((S)-3-oxomorpholin-2-yl)propanoate C(C)(C)(C)OC(=O)N[C@H](C(=O)OC)C[C@H]1C(NCCO1)=O